1,3,5-triazine-1,3,5(2h,4h,6h)triethanol N1(CN(CN(C1)CCO)CCO)CCO